4-((2-(2,6-dioxapiperidin-3-yl)-1-oxoisoquinolin-4-yl)oxy)cyclohexane-1-carboxylic acid N1OC(CCO1)N1C(C2=CC=CC=C2C(=C1)OC1CCC(CC1)C(=O)O)=O